[Lu].[Zn] zinc-lutetium